N-(3-chloro-4-fluorophenyl)-1-methyl-9-(1,2,3,6-tetrahydropyridin-4-yl)-6,7-dihydro-5H-benzo[c][1,2,3]triazolo[1,5-a]azepin-7-amine 2,2,2-trifluoroacetate FC(C(=O)O)(F)F.ClC=1C=C(C=CC1F)NC1C2=C(C=3N(CC1)N=NC3C)C=CC(=C2)C=2CCNCC2